4-[(2R)-3-(3,4-dihydro-1H-isoquinolin-2-yl)-2-hydroxy-propyl]-8-(2-oxa-6-azaspiro[3.3]heptan-6-ylmethyl)-2,3-dihydro-1,4-benzoxazepin-5-one C1N(CCC2=CC=CC=C12)C[C@H](CN1CCOC2=C(C1=O)C=CC(=C2)CN2CC1(COC1)C2)O